i-Octylnitrat C(CCCCC(C)C)O[N+](=O)[O-]